methyl (S)-(+)-lactate C([C@@H](O)C)(=O)OC